4-(2-amino-5-(2,5-dimethoxyphenyl)-4-oxo-4,7-dihydro-3H-pyrrolo[2,3-d]pyrimidin-6-yl)-N,N-dimethylbenzenesulfonamide NC=1NC(C2=C(N1)NC(=C2C2=C(C=CC(=C2)OC)OC)C2=CC=C(C=C2)S(=O)(=O)N(C)C)=O